COC1=C(C(=CC=C1)OC)C1=CN=C2C(=N1)N(C=N2)CC=2C(=C1C=CC=NC1=CC2F)F 6-((6-(2,6-dimethoxyphenyl)-1H-imidazo[4,5-b]pyrazin-1-yl)methyl)-5,7-difluoroquinoline